CN(C1CCC2NC(NC21)=O)C 4-(dimethylamino)hexahydrocyclopenta[d]imidazol-2(1H)-one